N1N=CC2=CC=C(C=C12)[C@@H]1C[C@@]12C(N(C1=CC=C(C=C21)OC)C)=O (1R,2S)-2-(1H-indazol-6-yl)-5'-methoxy-1'-methylspiro[cyclopropane-1,3'-indol]-2'-one